C12SSC(=C1)CCCCCCC2 heptano-cis-2,3-dithiol